(3-((4-chlorobenzyl)oxy)phenyl)boronic acid ClC1=CC=C(COC=2C=C(C=CC2)B(O)O)C=C1